Cl.N[C@H](C(=O)N)CCC (S)-2-aminopentanamide HCl salt